(S)-N-(1-(3-fluoro-4-methylphenyl)ethyl)-2-(1-methyl-4-oxo-3-(trifluoromethyl)-1,4-dihydro-5H-pyrazolo[3,4-d]pyridazin-5-yl)acetamide FC=1C=C(C=CC1C)[C@H](C)NC(CN1N=CC2=C(C1=O)C(=NN2C)C(F)(F)F)=O